C(#N)[C@H](C[C@H]1C(NCCC1)=O)NC(=O)[C@H]1N([C@H]2CC([C@@H]1CC2)(F)F)C(=O)C=2NC1=C(C(=CC(=C1C2)F)F)F (1R,3S,4R)-N-[(1S)-1-cyano-2-[(3S)-2-oxo-3-piperidyl]ethyl]-5,5-difluoro-2-(4,6,7-trifluoro-1H-indole-2-carbonyl)-2-azabicyclo[2.2.2]octane-3-carboxamide